(E)-4-(tert-butylamino)-N-(4-(8-(4-chloro-6-methoxy-1-methyl-1H-benzo[d]imidazol-5-yl)indolizine-3-carbonyl)-2,6-difluorophenyl)but-2-enamide C(C)(C)(C)NC/C=C/C(=O)NC1=C(C=C(C=C1F)C(=O)C1=CC=C2C(=CC=CN12)C1=C(C2=C(N(C=N2)C)C=C1OC)Cl)F